C(CC)C(COC)(COC)CCC(C)C 2-n-propyl-2-isopentyl-1,3-dimethoxypropane